2-methyl-5-(2-oxo-pyrrolidin-1-ylmethyl)-piperazine CC1NCC(NC1)CN1C(CCC1)=O